(S)- and (R)-2-(3-(2-((4-cyanophenethyl)amino)-2-phenylacetyl)-1H-indol-6-yl)-N-methylacetamide C(#N)C1=CC=C(CCN[C@H](C(=O)C2=CNC3=CC(=CC=C23)CC(=O)NC)C2=CC=CC=C2)C=C1 |r|